1,4-phenylene (2S,2'S)-bis(2-((tert-butoxycarbonyl)amino)propanoate) C(C)(C)(C)OC(=O)N[C@H](C(=O)OC1=CC=C(C=C1)OC(C(C)NC(=O)OC(C)(C)C)=O)C